(1r,2'S,4S)-4-(3-chloroanilino)-2'-[(2R)-3-{[(5S)-5-methoxy-5,6,7,8-tetrahydroquinolin-4-yl]oxy}-2-methylpropyl]-2',3'-dihydrospiro[cyclohexane-1,1'-indene]-4-carboxylic acid ClC=1C=C(NC2(CCC3([C@H](CC4=CC=CC=C34)C[C@H](COC3=CC=NC=4CCC[C@@H](C34)OC)C)CC2)C(=O)O)C=CC1